N1(N=NC2=C1C=CC=C2)C(=O)C2=NN(C=C2[N+](=O)[O-])C (1H-benzo[d][1,2,3]triazol-1-yl)(1-methyl-4-nitro-1H-pyrazol-3-yl)methanone